C1(CC1)C([C@@H](C(=O)NC1=NC(=C(C=C1)C=1C(=NNC1C)C(C([2H])([2H])[2H])([2H])[2H])F)NC(=O)C=1C(=NOC1)C)C1CC1 N-[(1S)-1-(dicyclopropylmethyl)-2-[[6-fluoro-5-[5-methyl-3-(1,1,2,2,2-pentadeuterioethyl)-1H-pyrazol-4-yl]-2-pyridyl]amino]-2-oxo-ethyl]-3-methyl-isoxazole-4-carboxamide